4-(2-((tert-butyldimethylsilyl) oxy) ethyl)-5-oxo-2-(tetrahydro-2H-pyran-2-yl)-4,5-dihydro-2H-pyrazolo[4,3-b]pyridin-7-yl trifluoromethanesulfonate FC(S(=O)(=O)OC=1C=2C(N(C(C1)=O)CCO[Si](C)(C)C(C)(C)C)=CN(N2)C2OCCCC2)(F)F